C1(=CC=C(C=C1)C[C@H](N)C(=O)O)C1=CC=CC=C1 3-biphenyl-4-yl-L-alanine